ClC=1C=C(C(=O)O)C=CC1 meta-chloro-benzoic acid